2-ethylpropyl carbonate C(OCC(C)CC)([O-])=O